9,10-bis(n-hexyloxycarbonyloxy)anthracene C(CCCCC)OC(=O)OC=1C2=CC=CC=C2C(=C2C=CC=CC12)OC(=O)OCCCCCC